dimethylmalonate CC(C(=O)[O-])(C(=O)[O-])C